2-(2-thiazolin-2-ylsulfanyl)-acetophenone, hydrobromide Br.S1C(=NCC1)SCC(=O)C1=CC=CC=C1